O1C=CC2=C1C=CC(=C2)S(=O)(=O)N2CC1=C(C2)CN(C1)C(=O)C=1C=NC(=NC1)C(F)(F)F 5-[5-(1-Benzofuran-5-sulfonyl)-1H,2H,3H,4H,5H,6H-pyrrolo[3,4-c]pyrrole-2-carbonyl]-2-(trifluoromethyl)pyrimidine